NC=1C=2N(C=CN1)C(=NC2CC2=C(C=C(C=C2)NC2=CC=CC=C2)Cl)[C@H]2N(CCC2)C(C#CC)=O (S)-1-(2-(8-amino-1-(2-chloro-4-anilinobenzyl)imidazo[1,5-a]pyrazin-3-yl)pyrrolidin-1-yl)but-2-yn-1-one